2-((4-chloro-2-methylbenzyl)oxy)-4-((4-methoxybenzyl)oxy)-5-(4-(trifluoromethyl)-1H-pyrrol-2-yl)pyridine ClC1=CC(=C(COC2=NC=C(C(=C2)OCC2=CC=C(C=C2)OC)C=2NC=C(C2)C(F)(F)F)C=C1)C